(±)-2-cyclopentyl-2-{4-[3-(4,5-dichloro-1-methyl-1H-indole-2-amido)oxolan-3-yl]phenyl}acetic acid C1(CCCC1)C(C(=O)O)C1=CC=C(C=C1)C1(COCC1)NC(=O)C=1N(C2=CC=C(C(=C2C1)Cl)Cl)C